4-{[(2S,6R)-6-(4-Benzamido-2-oxopyrimidin-1-yl)-4-tritylmorpholin-2-yl]methoxy}-4-oxobutanoic Acid C(C1=CC=CC=C1)(=O)NC1=NC(N(C=C1)[C@@H]1O[C@@H](CN(C1)C(C1=CC=CC=C1)(C1=CC=CC=C1)C1=CC=CC=C1)COC(CCC(=O)O)=O)=O